1,3,6,8-tetrakis-(4-methoxyphenyl)-2-methoxy-pyrene COC1=CC=C(C=C1)C1=C(C(=C2C=CC3=C(C=C(C4=CC=C1C2=C34)C3=CC=C(C=C3)OC)C3=CC=C(C=C3)OC)C3=CC=C(C=C3)OC)OC